ClC=1C=C(C(=O)NCC2=C(C=CC3=C2N(C=N3)C)OC)C=CC1C(F)(F)F 3-chloro-N-((6-methoxy-1-methyl-1H-benzimidazol-7-yl)methyl)-4-(trifluoromethyl)benzamide